5-fluoro-2-(5-{[(1S,2S,3R)-2-fluoro-9-azabicyclo[3.3.1]nonan-3-yl](methyl)amino}pyrazin-2-yl)-4-(1H-imidazol-5-yl)phenol FC=1C(=CC(=C(C1)O)C1=NC=C(N=C1)N(C)[C@H]1[C@H]([C@@H]2CCCC(C1)N2)F)C2=CN=CN2